CN1C(C(C2=CC=CC=C12)(C)CC=O)=O 2-(1,3-dimethyl-2-oxoindol-3-yl)acetaldehyde